C(C(C)C)OP(=O)(OCC(C)C)O.O1C=CC(C2=C1C=CC=C2)=O (4H-benzopyran-4-one) diisobutyl-phosphate